methyl-7-(piperidin-3-yl)-3-(pyridin-4-yl)pyrazolo[1,5-a]pyrimidine CC1=NN2C(N=CC=C2C2CNCCC2)=C1C1=CC=NC=C1